6-chloro-7-(2-fluoro-6-hydroxyphenyl)-4-((2S)-2-methyl-4-(2-propenoyl)-1-piperazinyl)-1-(2-(2-propanyl)phenyl)pyrido[2,3-d]pyrimidin-2(1H)-one ClC1=CC2=C(N(C(N=C2N2[C@H](CN(CC2)C(C=C)=O)C)=O)C2=C(C=CC=C2)C(C)C)N=C1C1=C(C=CC=C1O)F